ClC=1C=CC(=C(C1)C1=CC(N(C=C1OC)[C@H](C(=O)NC1=CC(=C(C(=O)NS(=O)(=O)C)C=C1)F)CC1=CC=CC=C1)=O)N1N=NC(=C1)C(F)(F)F (S)-4-(2-(4-(5-chloro-2-(4-(trifluoromethyl)-1H-1,2,3-triazol-1-yl)phenyl)-5-methoxy-2-oxopyridin-1(2H)-yl)-3-phenylpropionamido)-2-fluoro-N-(methylsulfonyl)benzamide